CC=1C2=C(SC1C#CC1=CC=C(C=C1)C1=CC=C(C=C1)CCCCC)C=CS2 3-methyl-2-{[4-(4-pentylphenyl)phenyl]ethynyl}thieno[3,2-b]thiophene